C1N(CCC2=CC=NC=C12)C(=O)OC(C)(C)C tert-Butyl 3,4-dihydro-1H-2,7-naphthyridine-2-carboxylate